CC(CC1=NN=C(O1)C12CC(C1)(C2)C2CN(C2)C(CC[C@H]2NC(OC2)=O)=O)(C)C (4R)-4-[3-[3-[3-[5-(2,2-Dimethylpropyl)-1,3,4-oxadiazol-2-yl]-1-bicyclo[1.1.1]pentanyl]azetidin-1-yl]-3-oxo-propyl]oxazolidin-2-one